ETHOXYDIBENZOYLMETHANE C(C)OC(C(C1=CC=CC=C1)=O)C(C1=CC=CC=C1)=O